methyl (3S)-3-{4-[(2R)-but-2-yloxy] phenyl}-hex-4-ynoate C[C@H](CC)OC1=CC=C(C=C1)[C@H](CC(=O)OC)C#CC